ClC(=O)CC1=CC=C(C=C1)CC(=O)Cl 1,4-di(chloroformylmethyl)benzene